OCCS(=O)(=O)NC1=CC(=C(C(=O)NC2=NC(=NC(=C2)C)N2CC3(COC3)C2)C=C1)N1CCC2(CC2)CC1 4-((2-Hydroxyethyl)sulfonamido)-N-(6-methyl-2-(2-oxa-6-azaspiro[3.3]heptan-6-yl)pyrimidin-4-yl)-2-(6-azaspiro[2.5]octan-6-yl)benzamide